tributyltin diacetate C(C)(=O)[O-].C(C)(=O)[O-].C(CCC)[Sn+2](CCCC)CCCC